1-butyl-2,3-dicyclohexyl-1,3-dimethylguanidine C(CCC)N(C(=NC1CCCCC1)N(C)C1CCCCC1)C